N-allyl-3,4-difluoro-5-((3-fluoro-2-((N-methylaminosulfonyl)amino)pyridin-4-yl)methyl)-2-((2-fluoro-4-formylphenyl)amino)benzamide C(C=C)NC(C1=C(C(=C(C(=C1)CC1=C(C(=NC=C1)NS(=O)(=O)NC)F)F)F)NC1=C(C=C(C=C1)C=O)F)=O